F[B-](F)(F)F.F[B-](F)(F)F.C(CCCCC)[N+]1=CC=C(C=C1)C=1SC2=C([N+]1C)C=CC=C2 2-(1-Hexylpyridin-1-ium-4-yl)-3-methylbenzothiazol-3-ium bis(tetrafluoroborate)